ClC=1C=C(C=NN2C3=NC(=NC(=C3N=C2)NC2=CC=NC=C2)N2CCOCC2)C=CC1 9-((3-chlorobenzylidene)amino)-2-morpholino-N-(pyridin-4-yl)-9H-purin-6-amine